6-(1,4-dimethylcyclohex-1-en-4-yl)hex-3-en-2-one CC1=CCC(CC1)(C)CCC=CC(C)=O